N,N-dimethylCetyl-hydroxybutyl-ammonium nitrate [N+](=O)([O-])[O-].C[N+](C)(CCCCO)CCCCCCCCCCCCCCCC